5-(3-fluoro-2-methylphenyl)-1-methyl-7-(trifluoromethyl)-1,5-dihydro-4H-imidazo[4,5-c][1,8]Naphthyridin-4-one FC=1C(=C(C=CC1)N1C(C2=C(C=3C=CC(=NC13)C(F)(F)F)N(C=N2)C)=O)C